[2-[4-[5-methyl-1-[4-(trifluoromethyl)phenyl]pyrazol-3-yl]piperazin-1-yl]ethyl]piperidin-4-ol CC1=CC(=NN1C1=CC=C(C=C1)C(F)(F)F)N1CCN(CC1)CCN1CCC(CC1)O